((4-chlorobenzyl)thio)-4,7-difluorobenzo[d]oxazole ClC1=CC=C(CSC=2OC3=C(N2)C(=CC=C3F)F)C=C1